2-(2-(2-aminoethoxy)ethoxy)-N-(3-(benzyloxy)benzyl)ethane-1-amine NCCOCCOCCNCC1=CC(=CC=C1)OCC1=CC=CC=C1